OC1CN(CCC1)C(CCCCCCC1=CC=CC=C1)=O 1-(3-hydroxypiperidin-1-yl)-7-phenylheptan-1-one